(2'S)-2'-methylspiro[isochromane-1,4'-piperidine] C[C@@H]1NCCC2(C1)OCCC1=CC=CC=C12